rac-1-(3,4-difluorophenyl)-9-(2-(1-hydroxymethyl)-6-(4-(trifluoromethyl)-1H-pyrazol-1-yl)pyrimidin-4-yl)1,9-diazaspiro[5.5]undecane-2-one FC=1C=C(C=CC1F)N1C(CCCC12CCN(CC2)C2=NC(=NC(=C2)N2N=CC(=C2)C(F)(F)F)CO)=O